C(C)(C)(C)N[Zr]NC(C)(C)C Bis(t-butylamino)zirconium